5-[(4-fluoro-3-methoxy-anilino)methylene]-2,2-dimethyl-1,3-dioxane-4,6-dione FC1=C(C=C(NC=C2C(OC(OC2=O)(C)C)=O)C=C1)OC